N1C(=NC=C1)C(=O)OC(C)C1=CC=2C(C3=CC=CC=C3C(C2C=C1)=O)=O 1-(anthraquinone-2-yl)ethyl imidazolecarboxylate